N1=C(C=CC=C1)C1=NC=C(C=N1)OCCN1C=NC2=C1C=CC=C2 1-(2-((2-(pyridin-2-yl)pyrimidin-5-yl)oxy)ethyl)-1H-benzo[d]imidazole